IC1=C(C(C(=O)NC2=C(C=CC(=C2)C(C(F)(F)F)(C(F)(F)F)F)C)=CC=C1)C(=O)NC(CS(=O)(=O)C)(C)C 3-iodo-N'-(2-methanesulfonyl-1,1-dimethylethyl)-N-{4-[1,2,2,2-tetrafluoro-1-(trifluoromethyl)ethyl]-o-tolyl}phthalic acid diamide